(pyridin-2-yl)quinazolin N1=C(C=CC=C1)C1=NC2=CC=CC=C2C=N1